4,6-difluoro-1-oxo-isoindolin FC1=C2CNC(C2=CC(=C1)F)=O